dodecyltrimethylammonium bromite Br(=O)[O-].C(CCCCCCCCCCC)[N+](C)(C)C